N1C=2C(=NC=C1)C=NC=1C2C=CN1 pyrrolo[3',2':5,6]pyrido[3,4-b]pyrazin